N-{1,4-dimethyl-3-[6-(trifluoromethyl)pyridin-3-yl]-1H-pyrazol-5-yl}-6-(4-methoxy-3,5-dimethyl-1H-pyrazol-1-yl)pyrimidin-4-amine CN1N=C(C(=C1NC1=NC=NC(=C1)N1N=C(C(=C1C)OC)C)C)C=1C=NC(=CC1)C(F)(F)F